spiro[piperidine-4,7'-thieno[2,3-c]pyran]-4'-one (trifluoroacetate) FC(C(=O)O)(F)F.S1C=CC2=C1C1(OCC2=O)CCNCC1